N-isopropyl-3-(methylthio)propan-1-imine oxide C(C)(C)[N+](=CCCSC)[O-]